2-chloro-4,5-dibromothiazole ClC=1SC(=C(N1)Br)Br